C1(CC1)C1=CC(=C(C(=C1)C(F)(F)F)N1NC2=C(N=C(NC2=O)N2CCOCC2)N1)F 2-[4-cyclopropyl-2-fluoro-6-(trifluoromethyl)phenyl]-5-morpholino-3,6-dihydro-1H-triazolo[4,5-d]pyrimidin-7-one